CC=1C(=NC2=CC=CC=C2C1O)C1COCCC1 3-methyl-2-(tetrahydro-2H-pyran-3-yl)quinolin-4-ol